C(C)OC(CC(=O)C1CCC(CC1)COC)=O 3-((1r,4r)-4-(methoxymethyl)cyclohexyl)-3-oxopropanoic acid ethyl ester